F[B-](F)(F)F.C(CCC)N1C=NC=C1 3-butyl-imidazole tetrafluoroborate